COC1=CC=C(OCCOC=2C=C(C(C(=O)O)=CC2)O)C=C1 4-{beta-(p-methoxyphenoxy)ethoxy}salicylic acid